ClC1=CC(=C(C=C1)C1=NOC(=C1C(=O)C=1C(=NOC1C1CC1)C1=C(C=C(C=C1)Cl)S(=O)(=O)C)C1CC1)S(=O)(=O)C 4-chloro-2-methylsulfonylphenyl-5-cyclopropyl-1,2-oxazol-4-ylketone